BrC=1C=C(C[C@]2(C[C@H](CC2)N(S(=O)(=O)C)CC2=CC=C(C=C2)OC)C(=O)O)C=CC1 (1R,3S)-1-(3-bromobenzyl)-3-(N-(4-methoxybenzyl)methylsulfonamido)cyclopentane-1-carboxylic acid